copper-copper salt [Cu].[Cu]